3-(6-fluoro-5-(4-((1-(2-fluoro-4-(7-hydroxy-3-(3-methoxyphenyl)chroman-4-yl)phenyl)piperidin-4-yl)methyl)piperazin-1-yl)-1-oxoisoindolin-2-yl)piperidine-2,6-dione FC1=C(C=C2CN(C(C2=C1)=O)C1C(NC(CC1)=O)=O)N1CCN(CC1)CC1CCN(CC1)C1=C(C=C(C=C1)C1C(COC2=CC(=CC=C12)O)C1=CC(=CC=C1)OC)F